C(C)(=O)C1=CN(C2=CC=C(C=C12)C1=CN=NC=C1)CC(=O)N1[C@@H](C[C@H](C1)F)C(=O)NC1=C(C=CC=C1)N1C(OCC1)=O (2S,4R)-1-(2-(3-acetyl-5-(pyridazin-4-yl)-1H-indol-1-yl)acetyl)-4-fluoro-N-(2-(2-oxooxazolidin-3-yl)phenyl)pyrrolidine-2-carboxamide